2-((5-bromo-2,4-difluorophenyl)sulfonamido)-2-cyclobutyl-N-phenylacetamide BrC=1C(=CC(=C(C1)S(=O)(=O)NC(C(=O)NC1=CC=CC=C1)C1CCC1)F)F